F\C(\C(=O)OC)=C/C1=CC=C2C(=NN(C2=C1)C1OCCCC1)C methyl (2Z)-2-fluoro-3-[3-methyl-1-(oxan-2-yl)indazol-6-yl]prop-2-enoate